Cl\C(=C\I)\C1=CC=C(C=C1)C(F)(F)F (E)-1-(1-chloro-2-iodovinyl)-4-trifluoromethylbenzene